2-hydroxy-2-nitropropane acrylate C(C=C)(=O)O.OC(C)(C)[N+](=O)[O-]